tert-butyl 3,7-dioxo-6-azabicyclo[3.2.1]octane-6-carboxylate O=C1CC2C(N(C(C1)C2)C(=O)OC(C)(C)C)=O